7-hydroxy-1,2-dihydroquinolin-2-one OC1=CC=C2C=CC(NC2=C1)=O